C(CCC)N1[C@H]2CCC3=C([C@@H]2C=2C=CC(=CC2C1)O)C=C(C(=C3)O)O (6aS,12bR)-(-)-N-butyl-3,10,11-trihydroxy-5,6,6a,7,8,12b-hexahydrobenzo[a]phenanthridine